OCC1CCN(CC1)C1=CC=CC=2N(C(N(C21)C)=O)N2C(CCCC2=O)=O (4-(4-(hydroxymethyl)piperidin-1-yl)-3-methyl-2-oxo-2,3-dihydro-1H-benzo[d]imidazol-1-yl)piperidine-2,6-dione